[2-(4-fluorophenyl)-1,2-dimethyl-propyl] (2S)-2-[(3-hydroxy-4-methoxy-pyridine-2-carbonyl)amino]propanoate OC=1C(=NC=CC1OC)C(=O)N[C@H](C(=O)OC(C(C)(C)C1=CC=C(C=C1)F)C)C